di(4-methylbenzyl) oxalate C(C(=O)OCC1=CC=C(C=C1)C)(=O)OCC1=CC=C(C=C1)C